[Cl-].[Mn+2].S(=O)(=O)([O-])[O-].[Cu+2] copper sulfate manganese chloride